COC1=C(C=CC(=C1)CCC(CC(CCCCCCCCCCCCCCC)O)=O)[O-] 2-methoxy-4-(5-hydroxy-3-oxoicosyl)phenolate